3-(5-(1-(3-(1-((R)-3-(4-amino-3-(4-phenoxyphenyl)-1H-pyrazolo[3,4-d]pyrimidin-1-yl)piperidine-1-carbonyl)piperidin-4-yl)propyl)piperidin-4-yl)-1-oxoisoindolin-2-yl)piperidine-2,6-dione NC1=C2C(=NC=N1)N(N=C2C2=CC=C(C=C2)OC2=CC=CC=C2)[C@H]2CN(CCC2)C(=O)N2CCC(CC2)CCCN2CCC(CC2)C=2C=C1CN(C(C1=CC2)=O)C2C(NC(CC2)=O)=O